OC1=C(C=C(C=C1)C(C)(C)C1=CC(=C(C=C1)O)C(CC)C)C(CC)C 2,2-bis(4-hydroxy-3-(1-methylpropyl)phenyl)propane